(S)-N-(2-(4,4-Difluoro-3-((5-(trifluoromethyl)pyrimidin-2-yl)amino)piperidin-1-yl)-1,6-dimethyl-1H-benzo[d]imidazol-5-yl)acrylamide FC1([C@H](CN(CC1)C1=NC2=C(N1C)C=C(C(=C2)NC(C=C)=O)C)NC2=NC=C(C=N2)C(F)(F)F)F